3-bromo-4,5-difluorophenol BrC=1C=C(C=C(C1F)F)O